5-(tert-butyl)-3-(4-fluorophenyl)pyrazolo[1,5-a]pyrimidin-7-amine C(C)(C)(C)C1=NC=2N(C(=C1)N)N=CC2C2=CC=C(C=C2)F